OC=1C(C(=CN2N3[C@@H](C=C[C@H](N(C(C21)=O)C3)C)C)C(=O)NCC3=C(C=C(C=C3F)F)F)=O (1S,2R,5R)-8-hydroxy-2,5-dimethyl-7,9-dioxo-N-(2,4,6-trifluorobenzyl)-2,5,7,9-tetrahydro-1,6-methanopyrido[1,2-b][1,2,5]triazonine-10-carboxamide